COC(C[C@H](C#CC)C1=CC=C(C=C1)O[C@@H]1CCC2=C(C=CC(=C12)F)C=1C=NC(=C(C1)C#N)OC1CCOCC1)=O (S)-3-(4-(((R)-4-(5-cyano-6-((tetrahydro-2H-pyran-4-yl)oxy)pyridin-3-yl)-7-fluoro-2,3-dihydro-1H-inden-1-yl)oxy)phenyl)hex-4-ynoic acid methyl ester